C(C1=CC=CC=C1)N1CCN(C2=CC=C(C=C12)NC(=O)NC1=CC=C2C=CNC2=C1)C 1-(4-benzyl-1-methyl-1,2,3,4-tetrahydroquinoxalin-6-yl)-3-(1H-indol-6-yl)urea